((((2-nitrophenyl)methyl)sulfonamido)ethyl)boronic acid [N+](=O)([O-])C1=C(C=CC=C1)CS(=O)(=O)NCCB(O)O